N-([2,3'-bipyridin]-3-ylmethyl)-2-(4-aminopiperidin-1-yl)-7-isopropylimidazo[2,1-f][1,2,4]triazin-4-amine N1=C(C(=CC=C1)CNC1=NC(=NN2C1=NC=C2C(C)C)N2CCC(CC2)N)C=2C=NC=CC2